1-hydroxyethyl-3-benzylimidazole iodide salt [I-].OC(C)C1=NC=CN1CC1=CC=CC=C1